NC=1C=C(C=CC1)S(=O)(=O)O 3-Aminobenzenesulfonic acid